ClC=1C(=C(C=CC1Cl)NC1=NC=NC2=CC=C(C=C12)C1(CNC1)F)F N-(3,4-dichloro-2-fluoro-phenyl)-6-(3-fluoroazetidin-3-yl)quinazolin-4-amine